ClC1=NC=CC(=N1)C#C[Si](C)(C)C 2-chloro-4-((trimethylsilyl)ethynyl)pyrimidine